[N+](=O)([O-])O cis-nitroalcohol